FC(C1=CC=C(C=C1)CN)(F)F 1-[4-(Trifluoromethyl)phenyl]methanamine